BrC1=C(C=CC=C1)NC(=O)NC1=C(C=C(C=C1)[N+](=O)[O-])O N-{2-Bromophenyl}-N'-(2-hydroxy-4-nitrophenyl)urea